CC1(CCC=2C(=NN(C2C1)C1OCCCC1)C=1NC2=CC(=CC=C2C1)NC)C N-[2-[6,6-dimethyl-1-(tetrahydropyran-2-yl)-4,5,6,7-tetrahydro-1H-indazol-3-yl]-1H-indol-6-yl]-N-methylamine